N-(2-aminoethyl)-1-aziridineethaneamine NCCNCCN1CC1